ClC1=CC(=C(C=C1F)[C@@H](C)NC(=O)[C@@H]1N([C@@H]2C[C@@H]2C1)C(C1=CC(=CC=C1)S(=O)(=O)CC)=O)F (1R,3R,5R)-N-((1R)-1-(4-chloro-2,5-difluorophenyl)ethyl)-2-(3-(ethylsulfonyl)benzoyl)-2-azabicyclo[3.1.0]hexane-3-carboxamide